5-fluoro-4-(3-hydroxypropyl)-1H-pyridin-2-one FC=1C(=CC(NC1)=O)CCCO